Ethyl 2-(5-fluoro-2-formyl-phenyl)thiazole-5-carboxylate FC=1C=CC(=C(C1)C=1SC(=CN1)C(=O)OCC)C=O